FC(C1=CC=C(C=N1)[C@@H]1C[C@@H](CCC1)N1CC2(CS(C2)(=O)=O)CC1)(F)F 6-((1R,3S)-3-(6-(Trifluoromethyl)pyridin-3-yl)cyclohexyl)-2-thia-6-azaspiro[3.4]octane 2,2-dioxide